FC1CC(NC1)C(=O)NC=1N=NC=CC1 4-fluoro-N-(pyridazin-3-yl)pyrrolidine-2-carboxamide